N[C@@H]1C=2N=C(SC2CC12CCN(CC2)C=2NC(C1=C(N2)NN=C1C1(CC1)C1=CC=CC=C1)=O)Cl (S)-6-(4-amino-2-chloro-4,6-dihydrospiro[cyclopenta[d]thiazole-5,4'-piperidin]-1'-yl)-3-(1-phenylcyclopropyl)-1,5-dihydro-4H-pyrazolo[3,4-d]pyrimidin-4-one